(2RS)-2-cyclopentyl-2-hydroxy-2-phenylacetic acid C1(CCCC1)[C@](C(=O)O)(C1=CC=CC=C1)O |r|